N-((naphthalen-1-yl)methyl)-1,2,4-triazine-3-carboxamide C1(=CC=CC2=CC=CC=C12)CNC(=O)C=1N=NC=CN1